4,5-dihydropyrazolo[1,5-a]pyrido[4,3-e]pyrimidine-6-carbonitrile N1=CC=C2N1C1=C(CN2)C(=CN=C1)C#N